FC1=C(C(F)(F)F)C=C(C=C1F)[N+](=O)[O-] 2,3-difluoro-5-nitrotrifluorotoluene